chloro-1-ethyl-1H-imidazo[4,5-c]pyridine-4-carbonitrile ClC=1N(C2=C(C(=NC=C2)C#N)N1)CC